NC1=C(C(=NC=2N1N=C(C2C)C)NCC2=NC(=CC=C2)C(C)(C)O)C#N 7-amino-5-({[6-(2-hydroxypropan-2-yl)pyridin-2-yl]methyl}amino)-2,3-dimethylpyrazolo[1,5-a]pyrimidine-6-carbonitrile